4-[(2-methoxy-4-{6-oxo-2H,6H,7H-pyrazolo[3,4-b]pyridin-4-yl}phenoxy)methyl]-3-(trifluoromethyl)benzonitrile COC1=C(OCC2=C(C=C(C#N)C=C2)C(F)(F)F)C=CC(=C1)C=1C=2C(NC(C1)=O)=NNC2